N-(methyl-d3)cyclopropanamine C(NC1CC1)([2H])([2H])[2H]